CN1N=CC(=C1)C=1OC2=C(N1)C=CC(=C2)NC(=O)NCC2=CC=NC=C2 N-[2-(1-methyl-1H-pyrazol-4-yl)-1,3-benzoxazol-6-yl]-N'-[(pyridin-4-yl)methyl]urea